(cis)-N1,N1-Dimethylcyclohexane-1,4-diamine CN([C@@H]1CC[C@@H](CC1)N)C